CN1N=CC(=C1)C(=O)NC1=CC2=C(C=N1)C=C(N2)C2=CN=CO2 1-methyl-N-(2-(oxazol-5-yl)-1H-pyrrolo[3,2-c]pyridin-6-yl)-1H-pyrazole-4-carboxamide